ClC1=C(C=C(OCCC(=O)O)C=C1)OC 3-(4-Chloro-3-methoxyphenoxy)propionic acid